C1(=CC=C(C=C1)C=CC=CC1=CC=C(C=C1)C)C 1,4-di-p-tolylbuta-1,3-diene